2-[1-[(4-tert-butylphenyl)methyl]-5-oxopyrrolidin-2-yl]-N-[(2-fluorophenyl)methyl]acetamide C(C)(C)(C)C1=CC=C(C=C1)CN1C(CCC1=O)CC(=O)NCC1=C(C=CC=C1)F